(S)-N-(4-aminophenyl)-2-(6-oxohexahydropyrrolo[1,2-a]pyrazine-2(1H)-yl)acetamide NC1=CC=C(C=C1)NC(CN1C[C@H]2N(CC1)C(CC2)=O)=O